3-(tert-butyl-dimethyl-silanyloxy)-2-(3-chloro-4-fluorobenzyl)-propionic acid C(C)(C)(C)[Si](OCC(C(=O)O)CC1=CC(=C(C=C1)F)Cl)(C)C